2-[(3-morpholinopropyl)amino]acetic acid O1CCN(CC1)CCCNCC(=O)O